CC1=C(CN2CCSCC2)C=CC=C1 4-(2-methylbenzyl)thiomorpholine